(3-cyclopropyl-2-fluoro-6-(1H-tetrazol-1-yl)phenyl)methanamine C1(CC1)C=1C(=C(C(=CC1)N1N=NN=C1)CN)F